1-(2-(5-amino-3-(difluoromethyl)pyridin-2-yl)-2H-1,2,3-triazol-4-yl)ethan-1-ol NC=1C=C(C(=NC1)N1N=CC(=N1)C(C)O)C(F)F